(2R,8aS)-2-(2,3-dichloro-6-hydroxyphenyl)-8-hydroxy-hexahydro-1H-indolizin-5-one ClC1=C(C(=CC=C1Cl)O)[C@H]1C[C@H]2C(CCC(N2C1)=O)O